C(C)(=O)O\N=C(\C=1C=C2C3=CC(=C4C(=C3N(C2=CC1)CC(CCCC)CC)C=CC=C4)C(=O)C4=C(C=C(C=C4C)C)C)/C4=C(C=CC=C4)OCC(C(F)F)(F)F (Z)-(8-{[(acetyloxy)imino][2-(2,2,3,3-tetrafluoropropoxy)phenyl]methyl}-11-(2-ethylhexyl)-11H-benzo[a]carbazole-5-yl)(2,4,6-trimethylphenyl)methanone